menthol-malic acid C1(CC(C(CC1)C(C)C)O)(C)C(C(C(=O)O)O)C(=O)O